4'-METHYL-2,2'-BITHIOPHEN-5-YLBORONIC ACID CC=1C=C(SC1)C=1SC(=CC1)B(O)O